FC1=C(C=C(C=C1)N1C(=C(C2=CC(=CC=C12)OCOC)C=C)C1CCOCC1)C 1-(4-fluoro-3-methyl-phenyl)-5-(methoxymethoxy)-2-tetrahydropyran-4-yl-3-vinyl-indole